3-methoxy-4-(3-(piperidin-1-yl)propoxy)aniline COC=1C=C(N)C=CC1OCCCN1CCCCC1